7-(6-(1-((1-fluorocyclopropyl)(4-fluorophenyl)methyl)-1H-pyrazol-4-yl)-3-fluoropyridin-2-yl)-[1,2,4]triazolo[1,5-a]pyridin-2-amine FC1(CC1)C(N1N=CC(=C1)C1=CC=C(C(=N1)C1=CC=2N(C=C1)N=C(N2)N)F)C2=CC=C(C=C2)F